N-[3,4-Dichloro-10-(1-tetrahydropyran-2-ylpyrazol-4-yl)-6,7,8,9-tetrahydropyrido[1,2-a]indol-7-yl]methanesulfonamide ClC1=CC=C2C(=C3N(C2=C1Cl)CC(CC3)NS(=O)(=O)C)C=3C=NN(C3)C3OCCCC3